C(C)(C)(C)N1C[C@H](N(S(C2=C1C=C(C(=C2)O)SC)(=O)=O)C)C2CCCC2 (R)-5-(tert-butyl)-3-cyclopentyl-8-hydroxy-2-methyl-7-(methylthio)-2,3,4,5-tetrahydrobenzo[f][1,2,5]thiadiazepine 1,1-dioxide